3-(5-(difluoromethyl)-1,3,4-thiadiazol-2-yl)-8-(3-hydroxy-3-methylbutyl)-N-(1-methylcyclopropyl)imidazo[1,2-a]pyridine-6-sulfonamide FC(C1=NN=C(S1)C1=CN=C2N1C=C(C=C2CCC(C)(C)O)S(=O)(=O)NC2(CC2)C)F